2,5-dichloro-N-(3-fluorobenzyl)pyrimidin-4-amine ClC1=NC=C(C(=N1)NCC1=CC(=CC=C1)F)Cl